BrC1=CC=2N=CN=C(C2N=C1N1C[C@H](N(CC1)C(=O)OC(C)(C)C)CO)NC1=C(C=C(C=C1)OC1=CC=2N(C=C1)N=CN2)F tert-butyl (2S)-4-{7-bromo-4-[(2-fluoro-4-{[1,2,4]triazolo[1,5-a]pyridin-7-yloxy}phenyl)amino]pyrido[3,2-d]pyrimidin-6-yl}-2-(hydroxymethyl)piperazine-1-carboxylate